Ethanol C(C)O